tripentyl-1,3,5-triaminobenzene C(CCCC)C1=C(C(=C(C(=C1N)CCCCC)N)CCCCC)N